COC(=O)C1=CC=C2C3=C(NC2=C1)N=CN=C3NCCCN3CCCCC3.[Si](C)(C)(C(C)(C)C)NS(=O)(=O)CC N-(tert-butyldimethylsilyl)ethanesulfonamide methyl-4-(3-piperidin-1-ylpropylamino)-9H-pyrimido[4,5-b]indole-7-carboxylate